4-(2-iodophenyl)butan-1-amine IC1=C(C=CC=C1)CCCCN